hydrogen pelargonate C(CCCCCCCC)(=O)O